FC(CNC1CCC(CC1)N)(C)F N1-(2,2-difluoropropyl)cyclohexane-1,4-diamine